C(C)(=O)C1=CC=C(S1)C(=O)N1[C@@H](CC1)C(=O)NC=1SC=C(N1)C1=CC(=CC=C1)C1=CC(=NC(=C1)C)C (S)-1-(5-Acetylthiophene-2-carbonyl)-N-(4-(3-(2,6-dimethylpyridin-4-yl)phenyl)thiazol-2-yl)azetidine-2-carboxamide